FC1=CC(=CC=2C=COC21)C2=C(C(=NC(=N2)C)N)[C@@H](C)C2=CC(=CC=C2)OC 6-(7-fluoro-1-benzofuran-5-yl)-2-methyl-{(1S)-1-[3-(methyloxy)phenyl]ethyl}pyrimidin-4-amine